CN1C(C2=C(C=C1)SC(=C2)C(=O)N)=O 5-methyl-4-oxo-4,5-dihydrothieno[3,2-c]pyridine-2-carboxamide